5,7,2',3'-tetrahydroxy-8-methoxyisoflavone OC1=C2C(C(=COC2=C(C(=C1)O)OC)C1=C(C(=CC=C1)O)O)=O